1-(3-((4-methoxyphenyl)sulfonyl)-2-(trifluoromethyl)phenyl)piperazine COC1=CC=C(C=C1)S(=O)(=O)C=1C(=C(C=CC1)N1CCNCC1)C(F)(F)F